N-methyl-2-(2-methyl-5-nitro-1H-imidazol-1-yl)ethan-1-amine CNCCN1C(=NC=C1[N+](=O)[O-])C